N-(pyridin-3-yl)-4-(4-(trifluoromethoxy)-phenoxy)-6-(trifluoro-methyl)nicotinamide N1=CC(=CC=C1)NC(C1=CN=C(C=C1OC1=CC=C(C=C1)OC(F)(F)F)C(F)(F)F)=O